BrC1=CC=C(C=2C=C(OC21)CNC(=O)N2C(C1=CN=CC=C1CC2)=O)C N-((7-Bromo-4-methylbenzofuran-2-yl)methyl)-1-oxo-3,4-dihydro-2,7-naphthyridine-2(1H)-carboxamide